O=C1N(CCC(N1)=O)C1=CC=C(N=N1)CN1CCN(CC1)C1=CC=C(C=C1)C1=CC=C2CN(C(C2=C1)=O)C(C(=O)NC=1SC=CN1)C1=C(C=CC(=C1)F)O 2-(6-(4-(4-((6-(2,4-dioxotetrahydropyrimidin-1(2H)-yl)pyridazin-3-yl)methyl)piperazin-1-yl)phenyl)-1-oxoisoindolin-2-yl)-2-(5-fluoro-2-hydroxyphenyl)-N-(thiazol-2-yl)acetamide